Cl.C(C)(C)(C)NC(=O)C1(CCN(CC1)C1=NC=C(C=C1)C=1C=2N(C=C(C1)C1=CC=C(C=C1)N1CCNCC1)N=CC2C#N)C N-tert-butyl-1-[5-[3-cyano-6-(4-piperazin-1-ylphenyl)pyrazolo[1,5-a]pyridin-4-yl]-2-pyridyl]-4-methyl-piperidine-4-carboxamide hydrochloric acid salt